C1(=CC=CC=C1)[Si](C1=CC=C(C=C1)C1=CC(=CC=C1)C=1N=C(C(=NC1)C1=CC=CC=C1)C1=CC=CC=C1)(C1=CC(=CC=C1)B1OC(C(O1)(C)C)(C)C)C1=CC=CC=C1 5-(4'-(diphenyl(3-(4,4,5,5-tetramethyl-1,3,2-dioxaborolan-2-yl)phenyl)silyl)-[1,1'-biphenyl]-3-yl)-2,3-diphenylpyrazine